(R)-phenyl (4-methyl-5-(2-methylpyrrolidin-1-yl)pyridin-2-yl)carbamate CC1=CC(=NC=C1N1[C@@H](CCC1)C)NC(OC1=CC=CC=C1)=O